2',3'-dideoxy-2'-fluoroinosine F[C@H]1[C@@H](O[C@@H](C1)CO)N1C=NC=2C(O)=NC=NC12